C(C1=CC=CC=C1)N1CC(=CCC1CN1C(C2=CC=CC=C2C1=O)=O)NC(OC(C)(C)C)=O tert-butyl (1-benzyl-6-((1,3-dioxoisoindolin-2-yl)methyl)-1,2,5,6-tetrahydropyridin-3-yl)carbamate